N(C1=CC=C(C=C1)C1=CC=[N+](C=C1)CCCC)(C1=CC=C(C=C1)C1=CC=[N+](C=C1)CCCC)C1=CC=C(C=C1)C1=CC=[N+](C=C1)CCCC 4,4',4''-(nitrilotris(benzene-4,1-diyl))tris(1-butylpyridin-1-ium)